BrC=1C(=C2C(=NC1)N=C(N2)C2=C(N(C(=C2)C)C=2C=C(C(=O)NCCN(C)C)C=CC2C)C)NC2=CC(=CC=C2)S(N)(=O)=O 3-(3-(6-bromo-7-((3-sulfamoylphenyl)amino)-1H-imidazo[4,5-b]pyridin-2-yl)-2,5-dimethyl-1H-pyrrol-1-yl)-N-(2-(dimethylamino)ethyl)-4-methylbenzamide